NC1=NC(=CC(=C1)C[C@@H]1[C@H](N(C1=O)C(=O)N[C@H](CC)C1=CC(=CC(=C1)C)F)C(=O)N(C)C=1C=NN(C1)C)C (2S,3R)-3-((2-amino-6-methylpyridin-4-yl)methyl)-N2-(1-methyl-1H-pyrazol-4-yl)-N1-((R)-1-(3-fluoro-5-methylphenyl)propyl)-N2-methyl-4-oxoazetidine-1,2-dicarboxamide